O=C(CC(=O)OCC(COC(CC(C)=O)=O)(COC(CC(C)=O)=O)CO)C [2-(hydroxymethyl)-3-(3-oxobutanoyloxy)-2-(3-oxo-butanoyloxymethyl)propyl] 3-oxobutanoate